ClC1=C(C(=O)Cl)C(=CC=C1F)Cl 2,6-dichloro-3-fluorobenzoyl chloride